FC(OC1=CC=C(C=C1)C=1C=CC(N(N1)CC1=NN=C(N1)C(F)(F)F)=O)F 6-(4-(difluoromethoxy)phenyl)2-((5-(trifluoromethyl)-4H-1,2,4-triazol-3-yl)methyl)pyridazin-3(2H)-one